N1=C(C=CC=C1)C1=NNC(=N1)C1=CC=NC=C1 3-(2-Pyridyl)-5-(4-pyridyl)-1,2,4-triazole